2-(3-chlorophenyl)-N-((4r,5s,7r,8r,9s,10r)-8,10-dihydroxy-7-(hydroxymethyl)-9-(4-(3,4,5-trifluorophenyl)-1H-1,2,3-triazol-1-yl)-1,6-dioxaspiro[4.5]dec-4-yl)propionamide ClC=1C=C(C=CC1)C(C(=O)N[C@@H]1CCO[C@]12O[C@@H]([C@@H]([C@@H]([C@H]2O)N2N=NC(=C2)C2=CC(=C(C(=C2)F)F)F)O)CO)C